methyl-6-chloro-2-pyrazinecarboxylate COC(=O)C1=NC(=CN=C1)Cl